C(O)SSCO 1,1'-dithio-dimethanol